BrC=1C=NC(=C(C#N)C1)NC(CO)(C)C 5-bromo-2-((1-hydroxy-2-methylpropan-2-yl)amino)nicotinonitrile